CC1=CC=CC(=N1)C1(NC(NC1=O)=O)CCC(=O)O 3-[4-(6-methyl-2-pyridyl)-2,5-dioxo-imidazolidin-4-yl]propanoic acid